C1C=NC=CC2(C13C1=C(C=CC=C1C=C2NCC3)O)O 6,11b-(epiminoethano)naphtho[1,2-d]azepine-5a,11(1H)-diol